FC(C1=CC(NC=C1)=O)(F)F 4-trifluoromethylpyridin-2(1H)-one